(R)-N4-(3-(3-Cyclopropylisoxazol-5-yl)-1-methyl-1H-pyrazol-5-yl)-2-methyl-N1-((S)-11-oxo-2,3,10,11-tetrahydro-1H,5H-benzo[d]pyrazolo[1,2-a][1,2]diazepin-10-yl)succinamid C1(CC1)C1=NOC(=C1)C1=NN(C(=C1)NC(C[C@H](C(=O)N[C@H]1C2=C(CN3N(C1=O)CCC3)C=CC=C2)C)=O)C